NC1=NC(=NN1)C(=O)NN 5-amino-1,2,4-triazole-3-carbohydrazide